COC1=CC(=C(C=O)C=C1)C#CC 4-methoxy-2-(prop-1-yn-1-yl)benzaldehyde